(E)-2-((3,5-bis(trifluoromethyl) benzylidene) amino)-2-vinylbut-3-enoate FC(C=1C=C(\C=N\C(C(=O)[O-])(C=C)C=C)C=C(C1)C(F)(F)F)(F)F